C[NH2+]CC(O)O methyl-2-hydroxy-2-hydroxyethyl-ammonium